para-adamantyl-styrene C12(CC3CC(CC(C1)C3)C2)C2=CC=C(C=C)C=C2